tris(pentafluoroethanesulfonyl)methide [C-](S(=O)(=O)C(F)(F)C(F)(F)F)(S(=O)(=O)C(F)(F)C(F)(F)F)S(=O)(=O)C(F)(F)C(F)(F)F